1-cyclopropyl-8-chloro-6-fluoro-1,4-dihydro-7-(3-(morpholinyl)pyrrolidinyl)-4-oxo-3-quinolinecarboxylic acid C1(CC1)N1C=C(C(C2=CC(=C(C(=C12)Cl)N1CC(CC1)N1CCOCC1)F)=O)C(=O)O